3-((14-((2,4-dinitrophenyl)amino)-4-oxo-6,9,12-trioxa-3-azatetradecyl)oxy)propanamide [N+](=O)([O-])C1=C(C=CC(=C1)[N+](=O)[O-])NCCOCCOCCOCC(NCCOCCC(=O)N)=O